C(C)(=O)N(C=1C(C(=O)O)=CC=CC1)C(=O)O N-acetylisatoic acid